O=C1N(C(CC1)=O)OC(=O)OC1C=CCCC(CC1)(C(=O)O)C 6-((((2,5-dioxopyrrolidin-1-yl)oxy)carbonyl)oxy)-1-methylcyclooct-4-ene-1-carboxylic acid